FC(C(=O)NC1CCN(CC1)P(OC[C@@H]1CN(C[C@@H](O1)N1C2=NC=NC(=C2N=C1)NC(C1=CC=CC=C1)=O)C(C1=CC=CC=C1)(C1=CC=CC=C1)C1=CC=CC=C1)(=O)Cl)(F)F ((2S,6R)-6-(6-benzamido-9H-purin-9-yl)-4-tritylmorpholin-2-yl)methyl (4-(2,2,2-trifluoroacetamido)piperidin-1-yl)phosphonochloridate